isopropoxyaniline C(C)(C)ONC1=CC=CC=C1